5-(cyclobutylmethoxy)-N-[3-(hydroxymethyl)-2-oxopyrrolidin-3-yl]-2-methyl-2H-indazole-3-carboxamide C1(CCC1)COC1=CC2=C(N(N=C2C=C1)C)C(=O)NC1(C(NCC1)=O)CO